2-(4-amino-5-(4-amino-3-fluorophenyl)-7H-pyrrolo[2,3-d]Pyrimidin-7-yl)ethan-1-ol NC=1C2=C(N=CN1)N(C=C2C2=CC(=C(C=C2)N)F)CCO